ClC1=C(C=C(CNC(=O)NCC2=CC(=CC=C2)NC=2C(N(C(C2)=O)C2C(NC(CC2)=O)=O)=O)C=C1)C 1-(4-chloro-3-methylbenzyl)-3-(3-((1-(2,6-dioxopiperidin-3-yl)-2,5-dioxo-2,5-dihydro-1H-pyrrol-3-yl)amino)benzyl)urea